4-acetoxyl-2-acetyl-2-bromobutyrate O(C(=O)C)CCC(C(=O)[O-])(Br)C(C)=O